CCCCCCCCCCCCCCC[C@H](C[C@@H](C[C@@H](C[C@@H](C[C@@H](C[C@H]1[C@H](C=CC(=O)O1)O)O)O)O)O)O The molecule is a member of the class of 2-pyranones that is 5,6-dihydro-2H-pyran-2-one substituted by a hydroxy group at position 5 and a 2,4,6,8,10-pentahydroxypentacosyl group at position 6. It has been isolated from Cryptocarya species. It has a role as a metabolite and a plant metabolite. It is a member of 2-pyranones and a hexol.